2-cyclopropyl-6-methoxy-7-(3-(pyrrolidin-1-yl)prop-1-yn-1-yl)-N-(tetrahydro-2H-pyran-4-yl)quinazolin-4-amine C1(CC1)C1=NC2=CC(=C(C=C2C(=N1)NC1CCOCC1)OC)C#CCN1CCCC1